2-(5-chloro-2-methyl-4-((1R,3r,5S)-3-methylbicyclo[3.1.0]hexan-3-yl)phenyl)-4-oxo-1,4-dihydro-1,6-naphthyridine-5-carboxamide ClC=1C(=CC(=C(C1)C=1NC=2C=CN=C(C2C(C1)=O)C(=O)N)C)C1(C[C@H]2C[C@H]2C1)C